(R*)-12-(5-(6-amino-2-fluoropyridin-3-yl)-1H-imidazol-2-yl)-7-chloro-8-fluoro-2-methyl-13,14-dihydro-2H-spiro[benzo[5,6]azocino[4,3-g]indolizine-3,1'-cyclopropane]-1,10(4H,12H)-dione NC1=CC=C(C(=N1)F)C1=CN=C(N1)C1CN2C([C@@H](C3(CC3)C2C2=C1C=1C(=C(C=NC2)Cl)C(=CC(C1)=O)F)C)=O |o1:17|